2-amino-6-methyl-7H-pyrrolo[3,4-b]pyridin-5-one NC1=CC=C2C(=N1)CN(C2=O)C